OC1(CCNCC1)CC(=O)OC(C)(C)C tert-butyl 2-(4-hydroxy-4-piperidyl)acetate